isopropyl 2-hydroxy-4-methylthiobutyrate OC(C(=S)OC(C)C)CCC